C(C)C1CNCCN1CC 3,4-diethyl-piperazine